C(C)NCCCN N-ethyl-1,3-propylenediamine